C(CCCCCCCCCCCCCCC)OC1=C(C=C(C(=O)OCC)C=C1)OC Ethyl 4-hexadecyloxy-3-methoxybenzoate